BrC1(C(C2=CC=CC=C2C1)=O)F 2-bromo-2-fluoro-2,3-dihydro-1H-inden-1-one